FC1=C(C(=CC=C1)F)C=1C(=NC=C(C1)C)[C@@H]1CC(=NO1)N1C[C@H]([C@H](C1)F)NS(N(C)C)(=O)=O N'-[(3R,4S)-1-{(5S)-5-[3-(2,6-difluorophenyl)-5-methylpyridin-2-yl]-4,5-dihydro-1,2-oxazol-3-yl}-4-fluoropyrrolidin-3-yl]-N,N-dimethylsulfuric diamide